4-phenyl-2,6-bis[4-(3,4-dicarboxylcyclohexanecarbonyl)phenyl]pyridine C1(=CC=CC=C1)C1=CC(=NC(=C1)C1=CC=C(C=C1)C(=O)C1CC(C(CC1)C(=O)O)C(=O)O)C1=CC=C(C=C1)C(=O)C1CC(C(CC1)C(=O)O)C(=O)O